IC1=NC(=CC(=C1)I)I 2,4,6-triiodopyridine